2-[1-[2-[[1-[2-[4-(2-Hydroxyethyl)piperazin-1-yl]-2-oxoethyl]pyrazol-4-yl]amino]-[1,2,4]triazolo[1,5-a]pyridin-8-yl]-3-[4-(trifluoromethyl)pyrazol-1-yl]azetidin-3-yl]acetonitril OCCN1CCN(CC1)C(CN1N=CC(=C1)NC1=NN2C(C(=CC=C2)N2CC(C2)(N2N=CC(=C2)C(F)(F)F)CC#N)=N1)=O